COCCOCC[C@H]([C@H](CC=C)C)S(=O)(=O)NC(=O)C=1C=CC2=C(NCC3(CCCC4=CC=CC=C34)CO2)C1 N-(((3R,4S)-1-(2-methoxyethoxy)-4-methyl-6-hepten-3-yl)sulfonyl)-3',4,4',5-tetrahydro-2'H-spiro[1,5-benzoxazepine-3,1'-naphthalene]-7-carboxamide